The molecule is a member of the class of benzoisoquinolines that is 6-amino-1,3-dioxo-5-sulfobenzo[de]isoquinoline substituted at position 2 by a 3-carboxy-4-hydroxyphenyl group. The disodium salt is the histological dye 'Chrome fast yellow 8GL'. It has a role as a fluorochrome and a histological dye. It is an arenesulfonic acid, a primary arylamine, a benzoisoquinoline, a monohydroxybenzoic acid and a dicarboximide. It is a conjugate acid of a Chrome fast yellow 8GL(2-). C1=CC2=C3C(=C1)C(=O)N(C(=O)C3=CC(=C2N)S(=O)(=O)O)C4=CC(=C(C=C4)O)C(=O)O